(4-(4-benzylpiperidin-1-yl)-6-fluoroquinolin-3-yl)(4-(methylsulfonyl)piperazin-1-yl)methanone C(C1=CC=CC=C1)C1CCN(CC1)C1=C(C=NC2=CC=C(C=C12)F)C(=O)N1CCN(CC1)S(=O)(=O)C